2-Methyl-1-tolyl-1H-pyrrole-3-carboxylic acid ethyl ester C(C)OC(=O)C1=C(N(C=C1)C1=C(C=CC=C1)C)C